3-Ethyl-7-fluoro-2-(hydroxy-diphenylmethyl)-imidazo[1,2-a]pyridine-6-carboxylic acid (1-ethyl-1H-[1,2,4]triazol-3-yl)-amide C(C)N1N=C(N=C1)NC(=O)C=1C(=CC=2N(C1)C(=C(N2)C(C2=CC=CC=C2)(C2=CC=CC=C2)O)CC)F